C1(=CC=CC=C1)N1CC=NC2=CC=CC=C12 4-phenyl-3,4-dihydroquinoxaline